4-((1-acryloylpiperidin-3-yl)amino)-2,3-dimethyl-1H-indole-7-carboxamide C(C=C)(=O)N1CC(CCC1)NC1=C2C(=C(NC2=C(C=C1)C(=O)N)C)C